2,3,5,6-tetrafluoro-4-(methylthio)phenol FC1=C(C(=C(C(=C1F)SC)F)F)O